N-(4-fluorobenzyl)thiopyridone FC1=CC=C(CSN2C(C=CC=C2)=O)C=C1